C1(=CC=CC=C1)C1NC2=CC=C(C=C2CC1)CC(=O)N1CCNCC1 2-(2-Phenyl-1,2,3,4-tetrahydroquinolin-6-yl)-1-(piperazin-1-yl)ethan-1-one